C1(CC1)/C(/C1=CC(=C(C=N1)C=1C=2N(C3=CC(=NC=C3C1)NC(=O)[C@H]1[C@H](C1)F)C=CN2)C)=N/O (1S,2S)-N-(4-(6-((Z)-cyclopropyl-(hydroxyimino)methyl)-4-methylpyridin-3-yl)imidazo[1,2-a][1,6]naphthyridin-8-yl)-2-fluorocyclopropane-1-carboxamide